FC1=C(C=C(C=C1)F)[C@@H]1CNC(O1)=O (4R,5R)-5-(2,5-difluorophenyl)-2-oxooxazolidin